1,6-Dimethyl-7-(4,4,5,5-tetramethyl-1,3,2-dioxaborolan-2-yl)-1H-indazole CN1N=CC2=CC=C(C(=C12)B1OC(C(O1)(C)C)(C)C)C